2-(3-phenoxypropyl)isoindolin-1-one O(C1=CC=CC=C1)CCCN1C(C2=CC=CC=C2C1)=O